3-isocyanatomethyl-3,5,5-trimethylcyclohexan N(=C=O)CC1(CCCC(C1)(C)C)C